Tert-Butyl N-[2-oxo-2-[2-[2-[4-(trifluoromethyl)anilino]benzoyl]hydrazino]ethyl]carbamate O=C(CNC(OC(C)(C)C)=O)NNC(C1=C(C=CC=C1)NC1=CC=C(C=C1)C(F)(F)F)=O